N[C@@]1(CN(CC1)C=1C(=NC=C(C1C1=CC(=CC(=C1)F)F)C(=O)N)C(=O)N[C@@H](C)C1CC1)C 3-[(3S)-3-amino-3-methylpyrrolidin-1-yl]-N2-[(1S)-1-cyclopropylethyl]-4-(3,5-difluorophenyl)pyridine-2,5-dicarboxamide